C(C)(C)(C)OC(=O)N1CCC2(CN(C2)C2=CC=C3C(=NN(C3=C2)C)N2C(NC(CC2)=O)=O)CC1 2-(3-(2,4-Dioxotetrahydropyrimidin-1(2H)-yl)-1-methyl-1H-indazol-6-yl)-2,7-diazaspiro[3.5]nonane-7-carboxylic acid tert-butyl ester